Cl.CC1(C=2C=CC=CC2C(C2=CC=CC=C12)=CCCN(C)C)C 3-[10,10-dimethyl-9(10H)-anthracenylidene]-N,N-dimethylpropylamine hydrochloride